2-(chloromethyl)-7-fluoro-1H-1,3-benzodiazole hydrochloride Cl.ClCC1=NC2=C(N1)C(=CC=C2)F